2-[Bis(carboxymethyl)amino]acetic acid C(=O)(O)CN(CC(=O)O)CC(=O)O